3-(difluoromethyl)-N-(4-methyl-3-(2-(5-(pyrazin-2-ylamino)-1H-pyrazol-3-yl)ethyl)phenyl)benzamide FC(C=1C=C(C(=O)NC2=CC(=C(C=C2)C)CCC2=NNC(=C2)NC2=NC=CN=C2)C=CC1)F